[2H]C([2H])([2H])NC(=O)C1=[N+](C=CC=C1)[O-] 2-(N-1',1',1'-trideuteromethylcarbamoyl)pyridine-1-oxide